C(C)(=O)OC1=C(C(=O)NC=2C=CC(=C(C(=O)OC)C2)OC(C)=O)C=C(C(=C1)C(=O)NC1=CC(=C(C=C1)OC(C)=O)C(=O)OC)OC(C)=O Methyl 5-(2,5-diacetoxy-4-(4-acetoxy-3-(methoxycarbonyl) phenylaminocarbonyl) benzamido)-2-acetoxybenzoate